(gamma-glycidoxypropyl)(methoxy)diethylsilane Tin-Indium-Zinc-Silver [Ag].[Zn].[In].[Sn].C(C1CO1)OCCC[Si](CC)(CC)OC